C(C)(C)(C)C1CC(=C(CC1)CCC=O)C 3-(4-(tert-Butyl)-2-methylcyclohex-1-en-1-yl)propanal